tert-butyl [(2S)-1-{[2-(ethoxymethyl)-1-(2-hydroxy-2-methylpropyl)-1H-imidazo[4,5-c]quinolin-4-yl]amino}-3-methyl-1-oxobutan-2-yl]carbamate C(C)OCC=1N(C2=C(C(=NC=3C=CC=CC23)NC([C@H](C(C)C)NC(OC(C)(C)C)=O)=O)N1)CC(C)(C)O